7-methyl-5-((2-methylpyridin-4-yl)amino)-2-(3-((2-methylpyridin-4-yl)amino)phenyl)isoindolin-1-one CC=1C=C(C=C2CN(C(C12)=O)C1=CC(=CC=C1)NC1=CC(=NC=C1)C)NC1=CC(=NC=C1)C